C(N)(=N)C=1C=C(SC1)CNC(=O)[C@H]1N([C@H]2CCCC[C@H]2C1)C(CNC(C1=CC=C(C=C1)OC1=CC=CC=C1)=O)=O (2S,3aS,7aS)-N-((4-carbamimidoylthiophen-2-yl)methyl)-1-((4-phenoxybenzoyl)glycyl)octahydro-1H-indole-2-carboxamide